COC(C1=C(C=C(C=C1)N1C[C@@H](CC1)C=O)C#N)=O (R)-2-cyano-4-(3-formylpyrrolidin-1-yl)benzoic acid methyl ester